FC1=CC=C(C=C1)S(=O)(=O)N1C=C(C2=CC=CC=C12)C=NN=C(O)C1=CN(C2=CC=CC=C2C1=O)C [1-(4-fluorobenzenesulfonyl)-1H-indol-3-ylmethylene]-1-methyl-4-oxo-1,4-dihydro-quinoline-3-carboxylic acid hydrazone